5,6-di-methoxyanilino-3-(2-(1,3,4-thiadiazol-2-yl)hydrazono)pyridin-2-one COC=1C=CC=C(NC=2C(C(N=CC2)=O)=NNC=2SC=NN2)C1OC